C1C[C@@H](OC1)CO (R)-(-)-tetrahydrofurfuryl alcohol